C(C)(=O)NC1=NC(N([C@H]2[C@H](O)C[C@@H](COC(C3=CC=C(C=C3)OC)(C3=CC=C(C=C3)OC)C3=CC=CC=C3)O2)C=C1)=O N4-acetyl-3'-deoxy-5'-O-(4,4'-dimethoxytrityl)cytidine